(1R,2R)-1-((2R,3R,4S,6S)-4-acetoxy-3-(2-acetoxyacetamido)-6-((S)-1-hydroxyheptyl)-6-(methoxycarbonyl)tetrahydro-2H-pyran-2-yl)-3-(2-(4-chlorophenyl)acetamido)propane-1,2-diyl diacetate C(C)(=O)O[C@H]([C@@H](CNC(CC1=CC=C(C=C1)Cl)=O)OC(C)=O)[C@@H]1O[C@](C[C@@H]([C@H]1NC(COC(C)=O)=O)OC(C)=O)(C(=O)OC)[C@H](CCCCCC)O